3-methoxy-1-propylpyridazin-4(1H)-one COC1=NN(C=CC1=O)CCC